FC([C@@H](C1=CC=C(C=C1)F)N1N=CC(=C1)C1=CN=CC(=N1)C=1C=C(C=2N(C1C)N=C(N2)N)F)(C)F (R)-6-(6-(1-(2,2-difluoro-1-(4-fluorophenyl)propyl)-1H-pyrazol-4-yl)pyrazin-2-yl)-8-fluoro-5-methyl-[1,2,4]triazolo[1,5-a]pyridin-2-amine